trans-sodium muconate C(\C=C\C=C\C(=O)[O-])(=O)[O-].[Na+].[Na+]